C(C)(C)(C)C1=NN(C(=C1)NC(=O)C1=CSC=2CN(CCC21)C(=O)C2=CN=C1N2C=C(C=C1)C(F)(F)F)C N-(3-(tert-butyl)-1-methyl-1H-pyrazol-5-yl)-6-(6-(trifluoromethyl)imidazo[1,2-a]pyridine-3-carbonyl)-4,5,6,7-tetrahydrothieno[2,3-c]pyridine-3-carboxamide